C1OCC(C2=CC=CC=C12)C(=O)O isochromane-4-carboxylic acid